O1CC12CCN(CC2)C(=O)[O-] 1-oxa-6-azaspiro[2.5]octane-6-carboxylate